B(O)(O)[C@H]1N(CCC1)C([C@H](C)[NH3+])=O [(2S)-1-[(2R)-2-boronopyrrolidin-1-yl]-1-oxopropan-2-yl]azanium